methyl 6-(benzyloxy)-10-chloro-9-phenyl-[1,2,4]triazolo[5,1-a]isoquinoline-5-carboxylate C(C1=CC=CC=C1)OC1=C(N2C(C3=C(C(=CC=C13)C1=CC=CC=C1)Cl)=NC=N2)C(=O)OC